(R)-1-(7-(7,8-Difluoro-3-hydroxynaphthalen-1-yl)-8-fluoro-2-(((2R,7aS)-2-fluorotetrahydro-1H-pyrrolizin-7a(5H)-yl)methoxy)pyrido[4,3-d]pyrimidin-4-yl)piperidin-3-ol FC1=CC=C2C=C(C=C(C2=C1F)C1=C(C=2N=C(N=C(C2C=N1)N1C[C@@H](CCC1)O)OC[C@]12CCCN2C[C@@H](C1)F)F)O